5-hydroxy-2-(2-(3-(pyrrolidin-1-yl)phenyl)thiazol-5-yl)isonicotinaldehyde OC1=CN=C(C=C1C=O)C1=CN=C(S1)C1=CC(=CC=C1)N1CCCC1